COC1CCN(CC1)CC=1C=C2C(=NC1)N(C=C2)C=2C=NC(=CC2)C(F)(F)F 5-((4-Methoxypiperidin-1-yl)methyl)-1-(6-(trifluoromethyl)pyridin-3-yl)-1H-pyrrolo[2,3-b]pyridine